NC=1C(=C(C=C2C=C(N=CC12)NC=1C=NN(C1)[C@@H](C#N)C)C=1C=NC=CC1C)F (2R)-2-(4-(8-amino-7-fluoro-6-(4-methylpyridin-3-yl)isoquinolin-3-ylamino)-1H-pyrazol-1-yl)propionitrile